Cl.C(C)(=O)N[C@](N)([C@@H](C1=CC=CC=C1)C)C(=O)O (2r,3r)-2-acetylamino-3-methyl-3-phenylalanine hydrochloride